C1(CC1)C1=C(CON2C(C3=CC=CC=C3C2=O)=O)C=C(C=C1)OC 2-((2-cyclopropyl-5-methoxybenzyl)oxy)isoindoline-1,3-dione